C(CCC)C(CCCC)(CCCC)I Tri-n-butylmethyl iodide